1,2-diamino-benzene NC1=C(C=CC=C1)N